1-((3R,8R,9S,10S,13S,14S,17S)-3-hydroxy-3,10,13-trimethylhexadecahydro-1H-cyclopenta[a]phenanthren-17-yl)ethan-1-one O[C@@]1(CC[C@@]2([C@H]3CC[C@@]4([C@H](CC[C@H]4[C@@H]3CCC2C1)C(C)=O)C)C)C